Methyl 2-((tert-butoxycarbonyl)amino)-3-(2-oxo-1,2,5,6,7,8-hexahydroquinolin-3-yl)propanoate C(C)(C)(C)OC(=O)NC(C(=O)OC)CC=1C(NC=2CCCCC2C1)=O